2,3,5,6-tetrafluoro-phenol FC1=C(C(=C(C=C1F)F)F)O